ethanolamine hydrofluoric acid salt F.C(O)CN